3-[CYCLOHEXYL(METHYL)AMINO]PROPANAL C1(CCCCC1)N(CCC=O)C